FC(C=C)(F)C=1C(=C2C=NN(C2=CC1C)C1OCCCC1)C1=NC=CC2=C1SC=1N=C(N=C(C12)N1CCOC[C@](C1)(O)C)SC (6S)-4-(8-(5-(1,1-difluoroallyl)-6-methyl-1-(tetrahydro-2H-pyran-2-yl)-1H-indazol-4-yl)-2-(methylthio)pyrido[4',3':4,5]thieno[2,3-d]pyrimidin-4-yl)-6-methyl-1,4-oxazepan-6-ol